2-(3-bromo-2-fluorophenyl)propanehydrazide BrC=1C(=C(C=CC1)C(C(=O)NN)C)F